4-(6-(4-aminopiperidin-1-yl)-4-hydroxy-6'-methoxy-[3,3'-bipyridine]-2-yl)-2-fluorobenzonitrile NC1CCN(CC1)C1=CC(=C(C(=N1)C1=CC(=C(C#N)C=C1)F)C=1C=NC(=CC1)OC)O